5-(Di-t-butylphosphino)-1',3',5'-triphenyl-1,4'-bi-1H-pyrazole C(C)(C)(C)P(C1=CC=NN1C=1C(=NN(C1C1=CC=CC=C1)C1=CC=CC=C1)C1=CC=CC=C1)C(C)(C)C